C1(CCCCC1)C1=CC=CC=2NN=NC21 cyclohexylbenzotriazole